FC1=C(C(=O)N2CC(C2)COS(=O)(=O)C)C=C(C=C1)CC1=NNC(C2=CC=CC=C12)=O.ClC1=NC=C(C(=N1)N1N=CC(=C1)[N+](=O)[O-])Cl 2,5-dichloro-4-(4-nitropyrazol-1-yl)pyrimidine (1-(2-fluoro-5-((4-oxo-3,4-dihydrophthalazine-1-yl)methyl)benzoyl)azetidine-3-yl)methyl-methansulfonate